NCC(CN1N=CN(C1=O)C1=NC(=CC=C1)C1=CC2=C(OCO2)C=C1)=C(F)F 2-[2-(aminomethyl)-3,3-difluoro-allyl]-4-[6-(1,3-benzodioxol-5-yl)-2-pyridinyl]-1,2,4-triazol-3-one